FC=1C=C(C(=NC1)OC)C(C)N 1-(5-fluoro-2-methoxypyridin-3-yl)-1-ethylamine